(S)-2-((((9H-fluoren-9-yl)methoxy)carbonyl)amino)-4-(3-methyl-1,2,4-oxadiazol-5-yl)butanoic acid C1=CC=CC=2C3=CC=CC=C3C(C12)COC(=O)N[C@H](C(=O)O)CCC1=NC(=NO1)C